ClC1=CC2=CC=C(C=C2C=C1)C(F)(F)F 2-chloro-6-(trifluoromethyl)naphthalene